FC(CCC(=O)OCCCC)(CO)F butyl 4,4-difluoro-5-hydroxy-pentanoate